ethyl (Z)-3-((7-bromo-3-butyl-3-ethyl-2-methyl-1,1-dioxido-5-phenyl-2,3,4,5-tetrahydro-1,2,5-benzothiadiazepin-8-yl)oxy)-2-fluoroacrylate BrC=1C(=CC2=C(N(CC(N(S2(=O)=O)C)(CC)CCCC)C2=CC=CC=C2)C1)O\C=C(\C(=O)OCC)/F